SC(CC(=O)OCC(C)OC(CC(CC)S)=O)CC 1,2-propanediol bis(3-mercaptovalerate)